Copper sulfide gold [Au].[Cu]=S